[N+](=O)([O-])C1=CC(=NC=C1)C1=NC=CC(=C1)[N+](=O)[O-] 4,4'-dinitro-2,2'-bipyridine